FC12CC(C1)(C2)C(=O)NC2=CNC1=CC=C(C=C21)COCC2=CC=C(C=C2)C(F)(F)F 3-fluoro-N-(5-(((4-(trifluoromethyl)benzyl)oxy)methyl)-1H-indol-3-yl)bicyclo[1.1.1]pentane-1-carboxamide